3-(5-(trifluoromethyl)-2,3-dihydrobenzofuran-2-yl)benzenesulfonamide FC(C=1C=CC2=C(CC(O2)C=2C=C(C=CC2)S(=O)(=O)N)C1)(F)F